NC1=C(C=CC=C1)C1=C(C=CC=C1)[Pd]Cl (2'-amino[1,1'-biphenyl]-2-yl)palladium(1+) chloride